CN(C1CCC(CC1)NC1=NC2=CC=C(C=C2C=N1)C=1C(=C(C=CC1F)NS(=O)(=O)C=1C(=NC=CC1)OC)F)C N-(3-(2-((4-(dimethylamino)cyclohexyl)amino)quinazolin-6-yl)-2,4-difluorophenyl)-2-methoxypyridine-3-sulfonamide